N1CC(C1)S(=O)(=O)C=1C=CC(=C(C1)C1=NN(C=C1C1=NN2C(N=CC=C2)=C1C(=O)N)C)OC(F)F (3-(5-(azetidin-3-ylsulfonyl)-2-(difluoromethoxy)phenyl)-1-methyl-1H-pyrazol-4-yl)pyrazolo[1,5-a]pyrimidine-3-carboxamide